CC1=CN=C(S1)NC1=CC(=CC(=N1)OC1CN(CCC1)C(C=C)=O)CN1CCOCC1 1-(3-((6-((5-methylthiazol-2-yl)amino)-4-(morpholinomethyl)pyridin-2-yl)oxy)piperidin-1-yl)prop-2-en-1-one